(2-ethylhexyl)citramide C(C)C(CC(C(=O)N)C(O)(C(=O)N)CC(=O)N)CCCC